(2S)-4-(3-bromo-2-(2-(4-chlorophenyl)-2-hydroxyethoxy)phenyl)-2-methylpiperazine BrC=1C(=C(C=CC1)N1C[C@@H](NCC1)C)OCC(O)C1=CC=C(C=C1)Cl